ClC=1C(=NC=C(N1)NC(CO[Si](C(C)(C)C)(C)C)(CO[Si](C(C)(C)C)(C)C)C)C(=O)O 3-chloro-5-((2,2,3,3,6,9,9,10,10-nonamethyl-4,8-dioxa-3,9-disilaundecan-6-yl)amino)pyrazine-2-carboxylic acid